6-[1-(2,2-difluoroethyl)-1H-pyrazolo[3,4-b]pyrazin-6-yl]-2-[5-(trifluoromethyl)pyrimidin-2-yl]-2,6-diazaspiro[3.4]octane FC(CN1N=CC=2C1=NC(=CN2)N2CC1(CN(C1)C1=NC=C(C=N1)C(F)(F)F)CC2)F